ClC1=CC(=C(C=C1)[C@@H]1N(OCC1)C1=CC(=NC=N1)NC=1C(=CC(=C(C1)NC(C=C)=O)N1C[C@@H](CC1)N(C)C)OC)F N-(5-((6-((R)-3-(4-chloro-2-fluorophenyl)isoxazolidine-2-yl)pyrimidine-4-yl)amino)-2-((R)-3-(dimethylamino)pyrrolidine-1-yl)-4-methoxyphenyl)acrylamide